C(C)(C)(C)NC(C(=O)N1CC2(CC1C(=O)N[C@@H](C[C@H]1C(NCC1)=O)C(COC(F)(F)F)=O)CCCCC2)=O 2-(2-(tert-butylamino)-2-oxoacetyl)-N-((S)-3-oxo-1-((S)-2-oxopyrrolidin-3-yl)-4-(trifluoromethoxy)butan-2-yl)-2-azaspiro[4.5]decane-3-carboxamide